2-((2-oxabicyclo[2.1.1]hexan-1-yl)methoxy)-4-oxo-6,7-dihydro-4H-pyrimido[6,1-a]isoquinolin-9-yl trifluoromethanesulfonate FC(S(=O)(=O)OC=1C=C2CCN3C(C2=CC1)=CC(=NC3=O)OCC31OCC(C3)C1)(F)F